8-fluoro-3-isothiocyanatoquinoline FC=1C=CC=C2C=C(C=NC12)N=C=S